(4-Isothiocyanatobenzyl)-1,4,7-triazacyclononane-1,4,7-triacetic acid N(=C=S)C1=CC=C(CC2N(CCN(CCN(C2)CC(=O)O)CC(=O)O)CC(=O)O)C=C1